COC(=O)C=1C=CC(=C2C=NN(C12)[C@H](C)C1=CC=C(C=C1)Br)C#CC (R)-1-(1-(4-bromophenyl)ethyl)-4-(propan-1-yn-1-yl)-1H-indazole-7-carboxylic acid methyl ester